N-[4-(4-hydroxy-2-pyridyl)cyclohex-3-en-1-yl]carbamic acid tert-butyl ester C(C)(C)(C)OC(NC1CC=C(CC1)C1=NC=CC(=C1)O)=O